3-amino-5-methylpyrazin-2(1H)-one NC=1C(NC=C(N1)C)=O